ClC=1C(N(C(=CC1OC([2H])([2H])C1=NC=C(C=C1F)F)C)C1=CC(=NC=C1C)N1N=C(C(=C1)F)C(C)(C)C(C(=O)N)C)=C=O (2-(1-(3-chloro-4-((3,5-difluoropyridin-2-yl)methoxy-d2)-5',6-dimethyl-2-carbonyl-2H-[1,4'-bipyridin]-2'-yl)-4-fluoro-1H-pyrazol-3-yl)propan-2-yl)propanamide